O[C@H]1[C@H](O[C@@]2([C@@H]([C@H]1N1N=NC(=C1)C1=CC(=C(C(=C1)F)F)F)OCC(=O)O)OCCCC2)CO 2-(((2r,3r,4s,5r,6s)-3-hydroxy-2-(hydroxymethyl)-4-(4-(3,4,5-trifluorophenyl)-1H-1,2,3-triazol-1-yl)-1,7-dioxaspiro[5.5]undec-5-yl)oxy)acetic acid